4-[(3aR,9bR)-7-[(2-chloro-4-fluorophenyl)methoxy]-9b-(4-fluorobenzenesulfonyl)-1H,2H,3H,3aH,4H,5H,9bH-benzo[e]indole-3-carbonyl]-4-hydroxy-1λ6-thiane-1,1-dione ClC1=C(C=CC(=C1)F)COC1=CC2=C([C@@]3(CCN([C@@H]3CC2)C(=O)C2(CCS(CC2)(=O)=O)O)S(=O)(=O)C2=CC=C(C=C2)F)C=C1